(2S)-2-amino-3-(4-(2-amino-6-((R)-1-(3'-(cyclopropylmethoxy)-[1,1'-biphenyl]-4-yl)-2,2,2-trifluoroethoxy)pyrimidin-4-yl)cyclohex-3-en-1-yl)propanoic acid hydrochloride Cl.N[C@H](C(=O)O)CC1CC=C(CC1)C1=NC(=NC(=C1)O[C@@H](C(F)(F)F)C1=CC=C(C=C1)C1=CC(=CC=C1)OCC1CC1)N